3-(2-(4-(aminomethyl)piperidin-1-yl)pyrimidin-4-yl)quinolin-2-amine NCC1CCN(CC1)C1=NC=CC(=N1)C=1C(=NC2=CC=CC=C2C1)N